CN(C=1SC=2CN[C@@H](CC2N1)C)C.CN(C=1SC=2[C@H](NCCC2N1)C)C (R)-N,N,4-trimethyl-4,5,6,7-tetrahydrothiazolo[5,4-c]pyridin-2-amine compound with (R)-N,N,6-trimethyl-4,5,6,7-tetrahydrothiazolo[5,4-c]pyridin-2-amine